C(=O)(O)CC(N)(CC(=O)O)CC(=O)O Tris-carboxymethyl-aminomethane